C1CCC12N(CCC2)CC(=O)NC=2C=C(C(=NC2)C)NC(=O)C2=NN=C1N2C=CC(=C1)C=1C=NN(C1)C N-(5-(2-(5-azaspiro[3.4]octan-5-yl)acetamido)-2-methylpyridin-3-yl)-7-(1-methyl-1H-pyrazol-4-yl)-[1,2,4]triazolo[4,3-a]pyridine-3-carboxamide